S(=O)(=O)(O)C1=C(C(=O)[O-])C=CC=C1C(=O)[O-].[Na+].[Na+] Sodium Sulfoisophthalate